C1(=C(C(=C(C(=C1[2H])[2H])[2H])[2H])[2H])N benzen-2,3,4,5,6-d5-amine